COC1=C(C(=O)NCC(F)(F)F)C(=CC(=C1)N1C=NC2=C1C=CC(=C2)C=2C=NC=C(C2)OC)OC 2,6-dimethoxy-4-[5-(5-methoxy-3-pyridyl)benzimidazol-1-yl]-N-(2,2,2-trifluoroethyl)benzamide